aminoformate NC(=O)[O-]